OC1=C(OC2=CC(=CC(=C2C1=O)O)O)C1=CC(=C(C=C1)O)O 3,5,7,3',4'-pentahydroxyflavon